CS(=O)(=O)NC1C(N(CCC1)C(=O)OC)COC1CCC(CC1)C1=CC=CC=C1 methyl 3-((methylsulfonyl)amino)-2-(((4-phenylcyclohexyl)-oxy)methyl)piperidine-1-carboxylate